C(C)OC(C(C(C)C)C1=CC(=C(C=C1)N)F)=O 2-(4-Amino-3-fluorophenyl)-3-methylbutanoic acid ethyl ester